diphenylbenzidinediamine C1(=CC=CC=C1)N(C=1C(=C(C(=CC1)C1=CC=C(N)C=C1)N)N)C1=CC=CC=C1